tert-Butyl 8-[3-(2,7-dioxoazepan-3-yl)-2-oxobenzimidazol-1-yl]octanoate O=C1NC(CCCC1N1C(N(C2=C1C=CC=C2)CCCCCCCC(=O)OC(C)(C)C)=O)=O